THIOPHEN-2(5H)-ONE S1C(C=CC1)=O